C(C)[P@@](=O)(C)C1=C(C=NC=C1)NC1=C(C=C(C=C1)I)F (S)-4-[ethyl(methyl)phosphoryl]-N-(2-fluoro-4-iodophenyl)pyridin-3-amine